NC1=NN(C2=NC(=CN=C21)C2CC2)CCC(C)(O)C 4-(3-amino-6-cyclopropyl-1H-pyrazolo[3,4-b]pyrazin-1-yl)-2-methylbutan-2-ol